3,4-difluoro-trifluoromethyl-benzene methyl-(3R)-1-(4-(((3S,5S,7S)-adamantan-1-yl)carbamoyl)phenyl)-2-(2-chloroacetyl)-2,3,4,9-tetrahydro-1H-pyrido[3,4-b]indole-3-carboxylate COC(=O)[C@H]1CC2=C(NC3=CC=CC=C23)C(N1C(CCl)=O)C1=CC=C(C=C1)C(NC12CC3CC(CC(C1)C3)C2)=O.FC=2C=C(C=CC2F)C(F)(F)F